5-Chloro-3-(2-fluoro-5-nitrophenyl)-10-methyl-9,10-dihydro-3H-7-oxa-1,3,6,10-tetraazacyclohepta[de]naphthalene-2(8H)-one ClC1=CC=2N(C(N=C3C2C(=N1)OCCN3C)=O)C3=C(C=CC(=C3)[N+](=O)[O-])F